N-benzyl-N'-phenylthiourea C(C1=CC=CC=C1)NC(=S)NC1=CC=CC=C1